tert-butyl ((1-(4-(aminomethyl)phenyl)piperidin-4-yl)methyl)carbamate NCC1=CC=C(C=C1)N1CCC(CC1)CNC(OC(C)(C)C)=O